O=C1OC2=CC=C(C=C2C=C1)C[N+]1=CC=C(C=C1)C1=CC=CC=C1 1-((2-oxo-2H-chromen-6-yl)methyl)-4-phenylpyridin-1-ium